3-(8-cyanoquinolin-5-yl)-N-{[(3S)-morpholine-3-yl]methyl}-5-(trifluoromethyl)-3-azabicyclo[3.1.0]hexane-1-carboxamide C(#N)C=1C=CC(=C2C=CC=NC12)N1CC2(CC2(C1)C(F)(F)F)C(=O)NC[C@@H]1NCCOC1